FC(F)(F)C1=C(C(=O)NC2=C3C(CC(C3=CC=C2)(C)C)C)C=CC=C1 (trifluoromethyl)-N-(1,1,3-trimethyl-2,3-dihydro-1H-inden-4-yl)benzamide